trans-2-(4-((4-(2-Cyclopropyloxazol-4-yl)pyridin-2-yl)((4-(4-methoxy-3-methylphenyl)bicyclo[2.2.2]octan-1-yl)methyl)carbamoyl)cyclohexyl)acetic acid C1(CC1)C=1OC=C(N1)C1=CC(=NC=C1)N(C(=O)[C@@H]1CC[C@H](CC1)CC(=O)O)CC12CCC(CC1)(CC2)C2=CC(=C(C=C2)OC)C